cyanoAcrylate C(#N)OC(C=C)=O